1'-(3-methyl-1,2,4-oxadiazol-5-yl)-4-(1H-pyrazol-1-yl)-1,4'-bipiperidine CC1=NOC(=N1)N1CCC(CC1)N1CCC(CC1)N1N=CC=C1